NCC1C(CCCC1)CN 1,2-bis(aminomethyl)cyclohexane